FC1=C(C(=O)O)C=CC=C1NC(C1=CC=C(C=C1)F)=O 2-Fluoro-3-(4-fluorobenzamido)benzoic acid